OC1=C(C=CC(=C1)C1=C(N=CS1)C)CN1C(CCC1)C(=O)N [[2-hydroxy-4-(4-methylthiazol-5-yl)phenyl]methyl]pyrrolidine-2-carboxamide